COC(C1=CC=C(C=C1)CN)=O.OCCOC=1C=C2C=CC(=CC2=CC1)C1(C2=CC=CC=C2C=2C=CC=CC12)C1=CC2=CC=C(C=C2C=C1)OCCO 9,9-bis[6-(2-hydroxyethoxy)naphthalene-2-yl]fluorene methyl-4-(aminomethyl)benzoate